[Th].[P] phosphorus thorium